N(C1=CC=CC=C1)=N anilinimine